(6r,7s)-2-(5-fluoropyridin-2-yl)-6,7-dimethyl-3-(1H-pyrazolo[3,4-b]pyridin-4-yl)-6,7-dihydro-4H-pyrazolo[5,1-c][1,4]oxazine FC=1C=CC(=NC1)C1=NN2C(CO[C@@H]([C@@H]2C)C)=C1C1=C2C(=NC=C1)NN=C2